acrylate (dodecafluoroheptyl methacrylate) FC(C(C(C(C(F)(F)C=C(C(=O)O)C)(F)F)(F)F)(F)F)CC(F)(F)F.C(C=C)(=O)O